5-xylenesulfonyl chloride Tin (II) bis(2-ethyl-hexanoate) C(C)C(C(=O)[O-])CCCC.C(C)C(C(=O)[O-])CCCC.[Sn+2].C1(CC=CC(=C1)C)(C)S(=O)(=O)Cl